3,5-diphenyl-4-methylphenol C1(=CC=CC=C1)C=1C=C(C=C(C1C)C1=CC=CC=C1)O